N1CCC2(CC1)OCCC1=CC=CC=C12 spiro[isochromane-1,4'-piperidine]